1-[4-[4-[4-methoxy-2-[[(1R)-1-phenylethoxy]carbonyl-amino]phenyl]-1-piperidyl]phenyl]cyclopropanecarboxylic acid COC1=CC(=C(C=C1)C1CCN(CC1)C1=CC=C(C=C1)C1(CC1)C(=O)O)NC(=O)O[C@H](C)C1=CC=CC=C1